tert-butyl N-[2-(4,4-dimethylcyclohexen-1-yl)-6-[2-(fluoromethyl)-2,6,6-trimethyl-tetrahydropyran-4-yl]-3-pyridyl]carbamate CC1(CC=C(CC1)C1=NC(=CC=C1NC(OC(C)(C)C)=O)C1CC(OC(C1)(C)C)(C)CF)C